CCCCCCCCCCCCCCCCCC(=O)OC(CO)CO/C=C\\CCCCCC/C=C\\CCCCCCCC The molecule is a 1-O-(alk-1-enyl)-2-O-acylglycerol having a cis,cis-(1,9-octadecadienyl) group at the 1-position and a stearoyl group at the 2-position. It derives from a glycerol.